C1(CC1)C=1C=NN2C1N=C(C=C2NC2=CC(=CC=C2)F)NC[C@H]2[C@@H](CNCC2)O (3S,4S)-4-(((3-cyclopropyl-7-((3-fluorophenyl)amino)pyrazolo[1,5-a]pyrimidin-5-yl)amino)methyl)piperidin-3-ol